NCCC[Si](OCC)(OCC)CC 3-aminopropylethyldiethoxysilane